6-bromo-7-{1-[1-(2-fluorophenyl)-1H-pyrazol-4-yl]Propyl}-5-[2-(trifluoromethyl)pyrimidin-5-yl]Pyrrolo[2,1-f][1,2,4]Triazin-4-amine BrC=1C(=C2C(=NC=NN2C1C(CC)C=1C=NN(C1)C1=C(C=CC=C1)F)N)C=1C=NC(=NC1)C(F)(F)F